ClC=1C=C2C(=C(C=NC2=C(C1)C)S(=O)(=O)Cl)O 6-chloro-4-hydroxy-8-methyl-quinoline-3-sulfonyl chloride